tert-butyl N-[4-(2-oxoethyl)cyclohexyl]carbamate O=CCC1CCC(CC1)NC(OC(C)(C)C)=O